acrylic acid boron [B].C(C=C)(=O)O